(4-amino-3-methoxyphenyl)dimethylphosphine oxide NC1=C(C=C(C=C1)P(C)(C)=O)OC